FC1(CC(C1)N(C([O-])=O)[C@H](C=1OC2=C(N1)C=C(C=C2)CN2C(N[C@@H](C2)C(F)(F)F)=O)C2CCC(CC2)(F)F)F 3,3-Difluorocyclobutyl((S)-(4,4-difluorocyclohexyl)(5-(((S)-2-oxo-4-(trifluoromethyl)imidazolidin-1-yl)methyl)benzo[d]oxazol-2-yl)methyl)carbamate